NC=1C=CC2=C(OC=CO2)C1 7-aminobenzo[5,6][1,4]dioxine